Methyl 2-{1-[2-({4-[7-(5-chloro-2-fluorophenyl)-1H,2H,3H-pyrido[3,4-b][1,4]oxazin-1-yl]pyridin-2-yl}carbamoyl)ethyl]-4-methylpiperazin-2-yl}acetate ClC=1C=CC(=C(C1)C1=CC2=C(OCCN2C2=CC(=NC=C2)NC(=O)CCN2C(CN(CC2)C)CC(=O)OC)C=N1)F